C(C)C1=C(C=CC(=C1)C=1C=NC=CC1C)O 2-Ethyl-4-(4-methylpyridin-3-yl)phenol